3-(3-chloro-4-methoxyphenyl)propionic acid ClC=1C=C(C=CC1OC)CCC(=O)O